C=1C(=CCN2C=CC=CC12)O Quinolizin-2-ol